C(C=C)(=O)OCC(COC(CC1=CC=C(C=C1)C(C)(C)C1=CC=C(C=C1)CC(C)OCC(COC(C=C)=O)O)C)O 2,2-bis[4-{2-(3-acryloyloxy-2-hydroxypropoxy)propyl}phenyl]Propane